6,7-dihydro-5H-cyclopentapyrazine N1=CC=NC2=C1CCC2